C(C)(C)(C)OC(=O)N[C@H]1C[C@](CC1)(C(=O)OC)C(C)C methyl (1s,3r)-3-((tert-butoxycarbonyl) amino)-1-isopropylcyclopentane-1-carboxylate